1-(benzo[b]thiophen-4-yl)-4-(4-((2-oxo-1,2-dihydroquinolin-7-yl)oxy)butyl)piperazine 1,4-dioxide S1C2=C(C=C1)C(=CC=C2)[N+]2(CC[N+](CC2)(CCCCOC2=CC=C1C=CC(NC1=C2)=O)[O-])[O-]